FC(C(=O)O)(F)F.S1C(NC(C1)=O)=O thiazolidine-2,4-dione trifluoroacetate